CC=1C=C2C(C=C(OC2=C(C1)C(C)NC1=C(C(=O)O)C=CC=C1)C=1C=C2C=C(NC2=CC1)C(F)(F)F)=O 2-[1-[6-Methyl-4-oxo-2-[2-(trifluoromethyl)-1H-indol-5-yl]chromen-8-yl]ethylamino]benzoic acid